C1=C(C=CC2=CC=CC=C12)C1=NC2=C3N=C(C=C(C3=CC=C2C(=C1)C1=CC=CC=C1)C1=CC=CC=C1)C1=CC2=CC=CC=C2C=C1 2,9-di(naphthalene-2-yl)-4,7-diphenyl-1,10-phenanthroline